FC(C1=CC=C(C=C1)N1C[C@@H]2N(C3=C1N=CC=N3)CCN(C2)C(C=C)=O)(F)F (S)-1-(5-(4-(trifluoromethyl)phenyl)-5,6,6a,7,9,10-hexahydro-8H-dipyrazino[1,2-a:2',3'-e]pyrazin-8-yl)prop-2-en-1-one